[Na].[Cr].[Ti].C(C)(C)(C)C1=CC=C(C=C1)NC1=CC(=NC=N1)N1C[C@H]([C@@H](CC1)N1CC2=CC=CC=C2CC1)O trans-1-(6-((4-tert-butylphenyl)amino)pyrimidin-4-yl)-4-(3,4-dihydroisoquinolin-2(1H)-yl)piperidin-3-ol titanium-chromium-sodium